3-amino-2-chloro-phenol NC=1C(=C(C=CC1)O)Cl